(3,5-dibromo-4-hydroxyphenyl)(2-ethyl-4,5,6,7-tetrahydropyrazolo[1,5-a]Pyridin-3-yl)methanone BrC=1C=C(C=C(C1O)Br)C(=O)C=1C(=NN2C1CCCC2)CC